BrC=1C=C2C(C(N(C2=CC1C(=O)OCC)C1CC1)=O)(C(=O)OCC)C diethyl 5-bromo-1-cyclopropyl-3-methyl-2-oxo-indoline-3,6-dicarboxylate